4-[4-bromo-7-(3-chloro-phenyl)-3-hydroxy-quinolin-2-yl]-4-oxo-butyric acid ethyl ester C(C)OC(CCC(=O)C1=NC2=CC(=CC=C2C(=C1O)Br)C1=CC(=CC=C1)Cl)=O